1-(benzofuran-6-yl)-2-(methylamino)butan-1-one Dimethyl-3-(4-bromobenzoyl)-6,8-dimethylindolizine-1,2-dicarboxylate COC(=O)C=1C(=C(N2C=C(C=C(C12)C)C)C(C1=CC=C(C=C1)Br)=O)C(=O)OC.O1C=CC2=C1C=C(C=C2)C(C(CC)NC)=O